BrC=1C=CC(=C2N=C(OC21)C)C#N 7-bromo-2-methyl-1,3-benzoxazole-4-carbonitrile